ClC=1C=C2C(=C(C=NC2=CC1)S(=O)(=O)N1CCC(CC1)(F)F)O 6-chloro-3-[(4,4-difluoro-1-piperidyl)sulfonyl]quinolin-4-ol